[Si](C)(C)(C(C)(C)C)O[C@@H]1C[C@H](N(C1)C(C(C(C)C)C1=CC(=NO1)CCC=O)=O)C(=O)N[C@@H](C)C1=CC=C(C=C1)C1=C(N=CS1)C (2S,4R)-4-((tert-butyldimethylsilyl)oxy)-1-(3-methyl-2-(3-(3-oxopropyl)isoxazol-5-yl)butanoyl)N-((S)-1-(4-(4-methylthiazol-5-yl)phenyl)ethyl)pyrrolidine-2-carboxamide